FC1=CC=C(C=C1)N1C(=NN=C1C)C=1C=CC=2N(C1)C(=CN2)C=2C=CC(=NC2)NC(OC)=O methyl N-[5-[6-[4-(4-fluorophenyl)-5-methyl-1,2,4-triazol-3-yl]imidazo[1,2-a]pyridin-3-yl]-2-pyridyl]carbamate